ClC1=CC=C(C=C1)[C@@H]1[C@H](NC(O1)=O)C=1C(=NC=C(C1)C#CC=1C=NC=CC1)F (4R,5R)-5-(4-chlorophenyl)-4-(2-fluoro-5-(3-pyridinylethynyl)-3-pyridinyl)-1,3-oxazolidin-2-one